1-(benzo[d][1,3]dioxol-5-yl)-6-bromo-5-fluoro-1H-benzo[d]imidazole O1COC2=C1C=CC(=C2)N2C=NC1=C2C=C(C(=C1)F)Br